4-[7-[1-[2-amino-4-(trifluoromethoxy)benzoyl]-4-piperidyl]-3H-imidazo[4,5-b]pyridin-2-yl]cyclohexanone NC1=C(C(=O)N2CCC(CC2)C2=C3C(=NC=C2)NC(=N3)C3CCC(CC3)=O)C=CC(=C1)OC(F)(F)F